O=C1NC(CCC1N1C(C2=C3C(C=CC=C13)=CC(=C2)S(=O)(=O)F)=O)=O 1-(2,6-dioxo-3-piperidyl)-2-oxo-benzo[cd]indole-4-sulfonyl fluoride